tert-butyl ((S)-amino(oxo)(2-((S)-2,2,4-trimethyl-1,3-dioxolan-4-yl)thiazol-5-yl)-λ6-sulfaneylidene)carbamate N[S@](C1=CN=C(S1)[C@]1(OC(OC1)(C)C)C)(=O)=NC(OC(C)(C)C)=O